FC(OC1=C(C=C(C=C1)OC1=CC=CC=C1)C1=NN(C=C1NC(=O)C=1C=NN2C1N=CC=C2)C[C@@H]2N(CCC2)C)F |r| N-[3-[2-(difluoromethoxy)-5-phenoxy-phenyl]-1-[[rac-(2R)-1-methylpyrrolidin-2-yl]methyl]pyrazol-4-yl]pyrazolo[1,5-a]pyrimidine-3-carboxamide